3-(5-(((1S,2R)-2-(1,4-dioxa-8-azaspiro[4.5]decan-8-yl)cyclopentyl)oxy)-1-oxoisoindolin-2-yl)piperidine-2,6-dione O1CCOC12CCN(CC2)[C@H]2[C@H](CCC2)OC=2C=C1CN(C(C1=CC2)=O)C2C(NC(CC2)=O)=O